3-(3-ethoxy-3-oxopropanamido)thiophene-2-carboxylic acid methyl ester COC(=O)C=1SC=CC1NC(CC(=O)OCC)=O